2-(5-(3,5-dichloro-4-fluorophenyl)-5-(trifluoromethyl)-4,5-dihydroisoxazol-3-yl)-N-isobutyl-N-methyl-2,3-dihydro-1H-pyrrolo[3,4-c]pyridine-6-carboxamide ClC=1C=C(C=C(C1F)Cl)C1(CC(=NO1)N1CC=2C=NC(=CC2C1)C(=O)N(C)CC(C)C)C(F)(F)F